(4-methoxyphenyl)-4-(4-methylbenzoyl)piperazine-2,5-dione COC1=CC=C(C=C1)N1C(CN(C(C1)=O)C(C1=CC=C(C=C1)C)=O)=O